ClC1=CC=C2C(=CN(C2=C1F)C=1C=NN(C1)CC)SC=1C(=CC=CC1)F 3-((6-chloro-1-(1-ethyl-1H-pyrazol-4-yl)-7-fluoro-1H-indol-3-yl)thio)-2-fluoroBenzene